NC(C(=O)O)[C@@H]1CC[C@@H](CC1)N cis-α,4-diaminocyclohexaneacetic acid